ClC1=C(C=NN1)C=1C=C2C(=CN(C(C2=CC1)=O)C(C)C=1C=C(C(=O)NC)C=CC1)CCO 3-(1-(6-(5-Chloro-1H-pyrazol-4-yl)-4-(2-hydroxyethyl)-1-oxoisoquinolin-2(1H)-yl)ethyl)-N-methylbenzamide